C1(=CC=CC=C1)N(C(NCC1=C(N=NN1C)C1=CC=C(O[C@@H]2C[C@H](CCC2)C(=O)O)C=C1)=O)C |r| (+/-)-(1S,3S)-3-(4-(5-((3-phenyl-3-methylureido)methyl)-1-methyl-1H-1,2,3-triazol-4-yl)-phenoxy)cyclohexane-1-carboxylic acid